4-chloro-N-(2-(2,6-dioxopiperidin-3-yl)-1,3-dioxoisoindolin-5-yl)-2,5-difluoro-benzenesulfonamide ClC1=CC(=C(C=C1F)S(=O)(=O)NC=1C=C2C(N(C(C2=CC1)=O)C1C(NC(CC1)=O)=O)=O)F